C(C)OC(=O)C1CN(CC1O)C(=O)OC(C)(C)C 4-hydroxy-pyrrolidine-1,3-dicarboxylic acid 1-(tert-butyl) ester 3-ethyl ester